tert-butyl (6-(3,5-dimethoxyphenyl)-2-(pent-4-yn-1-ylamino)quinazolin-7-yl)carbamate COC=1C=C(C=C(C1)OC)C=1C=C2C=NC(=NC2=CC1NC(OC(C)(C)C)=O)NCCCC#C